C(C)(C)(C)OC(NC1C2=NC=CC=C2CC12CCN(CC2)C2=CN=C1C(=N2)N(N=C1I)C1OCCCC1)=O (1'-(3-iodo-1-(tetrahydro-2H-pyran-2-yl)-1H-pyrazolo[3,4-b]pyrazin-6-yl)-5,7-dihydrospiro[cyclopenta[b]pyridin-6,4'-piperidin]-7-yl)carbamic acid tert-butyl ester